(E)-6-bromohexyl-3-butylundec-2-enoate BrCCCCCCOC(\C=C(\CCCCCCCC)/CCCC)=O